methyl 2,2-difluoro-6-oxo-6H-[1,3]dioxolo[4,5-h]pyrido[2,1-b]quinazoline-11-carboxylate FC1(OC2=C(C=CC=3C(N4C(=NC23)C(=CC=C4)C(=O)OC)=O)O1)F